Methyl 6-(2,6-difluorophenyl)-2-((4-fluoro-5-morpholinopyridin-2-yl)amino)pyridazine-3-carboxylate FC1=C(C(=CC=C1)F)C1=CC=C(N(N1)NC1=NC=C(C(=C1)F)N1CCOCC1)C(=O)OC